6-fluoro-7-(2-fluoro-6-hydroxyphenyl)-4-((2S)-2-methyl-4-(2-propenoyl)-1-piperazinyl)-1-(2-(1-(trifluoromethyl)cyclopropyl)phenyl)pyrido[2,3-d]pyrimidin FC1=CC2=C(N(CN=C2N2[C@H](CN(CC2)C(C=C)=O)C)C2=C(C=CC=C2)C2(CC2)C(F)(F)F)N=C1C1=C(C=CC=C1O)F